BrC1=NC(=CC=C1C#N)COC1=NC(=CC=C1)Cl 2-bromo-6-[(6-chloro-2-pyridinyl)oxymethyl]pyridine-3-carbonitrile